N-{3-(dimethylamino)bicyclo[1.1.1]pent-1-yl}-6-{3-[4-(N-methylcarbamoyl)-2-anisidino]-1-propynyl}-1-(2,2,2-trifluoroethyl)-1H-1,3-benzimidazole-4-carboxamide CN(C12CC(C1)(C2)NC(=O)C2=CC(=CC=1N(C=NC12)CC(F)(F)F)C#CCNC=1C(OC)=CC=C(C1)C(NC)=O)C